2-[(vinyloxy)methyl]bicyclo[2.2.1]heptane C(=C)OCC1C2CCC(C1)C2